(4-(7-Bromo-8-oxo-6-(trifluoromethyl)-8H-pyrido[2,1-f][1,2,4]triazin-4-yl)piperazin-2-yl)acetonitrile BrC1=C(C=C2C(=NC=NN2C1=O)N1CC(NCC1)CC#N)C(F)(F)F